5-({4-[6-(2,3-Dihydro-benzo[1,4]dioxin-5-yl)-2-methoxy-pyridin-3-ylamino]-benzylamino}-methyl)-piperidin-2-one O1CCOC2=C1C=CC=C2C2=CC=C(C(=N2)OC)NC2=CC=C(CNCC1CCC(NC1)=O)C=C2